(S)-3-((1-(4-(6-aminopyridin-3-yl)-7,8-dichloroquinolin-2-yl)pyrrolidin-2-yl)methoxy)propanoic acid NC1=CC=C(C=N1)C1=CC(=NC2=C(C(=CC=C12)Cl)Cl)N1[C@@H](CCC1)COCCC(=O)O